BrC1=C(C=C2C=NN(C2=C1)COCC[Si](C)(C)C)F 2-[(6-bromo-5-fluoro-indazol-1-yl)methoxy]ethyl-trimethyl-silane